2-(2-(cyclopropanesulfonamido)thiazol-4-yl)-N,2-dimethyl-N-(4-(pyridin-3-yl)phenyl)propanamide C1(CC1)S(=O)(=O)NC=1SC=C(N1)C(C(=O)N(C1=CC=C(C=C1)C=1C=NC=CC1)C)(C)C